methylene(cyclopentadienyl)(9-fluorenyl)dimethylhafnium C=C[Hf](C)(C1C2=CC=CC=C2C=2C=CC=CC12)C1C=CC=C1